CC1OC2=CC=CC=C2C2(CC(CCC2)=O)C1 2-Methylspiro[chromane-4,1'-cyclohexane]-3'-one